C1=CC(=CC=C1/C=C\\C2=C3[C@H]([C@@H](OC3=CC(=C2)O)C4=CC=C(C=C4)O)C5=CC(=CC(=C5)O)O)O The molecule is a stilbenoid that is the (-)-cis-stereoisomer of epsilon-viniferin, obtained by cyclodimerisation of cis-resveratrol. It has a role as a metabolite. It is a member of 1-benzofurans, a polyphenol and a stilbenoid. It derives from a cis-resveratrol. It is an enantiomer of a (+)-cis-epsilon-viniferin.